C(C)OC(=O)C1C(NCC(C1=O)C)C 3-(ethoxycarbonyl)-2,5-dimethyl-4-piperidone